N-(3-bromo-2,4-difluorophenyl)-2-chloro-5-methoxypyridine-3-sulfonamide BrC=1C(=C(C=CC1F)NS(=O)(=O)C=1C(=NC=C(C1)OC)Cl)F